C(C)OCC=1N(C(=C(N1)C#N)C1=CC=CC=C1)CC(C)(C)O 2-(ethoxymethyl)-1-(2-hydroxy-2-methylpropyl)-5-phenyl-1H-imidazole-4-carbonitrile